(S)-2-(1-amino-1,3-dihydro-spiro[inden-2,4'-piperidin]-1'-yl)-5-(3-(3-hydroxyphenyl)prop-1-yn-1-yl)-3-methylpyridin-4(3H)-one NC1C2=CC=CC=C2CC12CCN(CC2)C2=NC=C(C([C@H]2C)=O)C#CCC2=CC(=CC=C2)O